tetraethyleneglycol bis{3-(3,5-di-tert-butyl-4-hydroxyphenyl) propionate} C(C)(C)(C)C=1C=C(C=C(C1O)C(C)(C)C)CCC(=O)OCCOCCOCCOCCOC(CCC1=CC(=C(C(=C1)C(C)(C)C)O)C(C)(C)C)=O